FC1(CC(C1)N1C[C@@H]([C@H](CC1)NC(=O)C1=CC(=CC=2N(C=NC21)CC(F)(F)F)C#CCNC2=C(C=C(C(=C2)F)C(NC)=O)OC)C)F N-[(3S,4S)-1-(3,3-difluorocyclobutyl)-3-methyl-4-piperidyl]-6-[3-[5-fluoro-2-methoxy-4-(methylcarbamoyl)anilino]prop-1-ynyl]-1-(2,2,2-trifluoroethyl)benzimidazole-4-carboxamide